2-chloro-4-(1,1'-biphenyl-4-yl)quinazoline ClC1=NC2=CC=CC=C2C(=N1)C1=CC=C(C=C1)C1=CC=CC=C1